{1-Hydroxy-3-[methyl(pentyl)amino]propane-1,1-diyl}bis(phosphonic acid) OC(CCN(CCCCC)C)(P(O)(O)=O)P(O)(O)=O